FC(C1=CC=C(C=C1)NN(C(=O)Cl)C1=CC=CC=C1)(F)F (Z)-N'-(4-(trifluoromethyl)phenyl)phenylcarbazoyl chloride